3-[(3R,4R)-3-(dimethylaminomethyl)tetrahydropyran-4-yl]phenol CN(C)C[C@@H]1COCC[C@H]1C=1C=C(C=CC1)O